(3E)-12,12-dipropoxy-3-dodecen-1-ol C(CC)OC(CCCCCCC/C=C/CCO)OCCC